1-(oxazol-2-yl)ethanone O1C(=NC=C1)C(C)=O